COC1=CC(=NN1)NC1=NC(=NN2C1=C(C(=C2)C2=NN(C=C2)C)C)C=2N(C=CN2)C N-(5-Methoxy-1H-pyrazol-3-yl)-5-methyl-2-(1-methyl-1H-imidazol-2-yl)-6-(1-methyl-1H-pyrazol-3-yl)pyrrolo[2,1-f][1,2,4]triazin-4-amine